N1(CCCC1)CCNC(=O)OC(CCC(=O)O)CCCCCCCC 4-(((2-(pyrrolidin-1-yl)ethyl)carbamoyl)oxy)dodecanoic acid